C(C1=CC=CC=C1)CC(=O)O.C(C)(=O)OCC1=CC=CC=C1 Benzyl acetate (Benzylacetate)